C(C1=CC=CC=C1)(=O)OC[C@@H]1N(C[C@@H](C1)O[Si](C1=CC=CC=C1)(C1=CC=CC=C1)C(C)(C)C)C(=O)OC(C)(C)C tert-Butyl (2R,4R)-2-((benzoyloxy)methyl)-4-((tert-butyldiphenylsilyl)oxy)pyrrolidin-1-carboxylate